(R)-6-chloro-4-methyl-N-(piperidin-3-yl)pyridazin-3-amine hydrochloride Cl.ClC1=CC(=C(N=N1)N[C@H]1CNCCC1)C